gadolinium 2-[7-{1-carboxy-2-[4-(2-ethoxyethoxy)phenyl]ethyl}-4,10-bis(carboxylatomethyl)-1,4,7,10-tetraazacyclododecan-1-yl]butanoate C(=O)(O)C(CC1=CC=C(C=C1)OCCOCC)N1CCN(CCN(CCN(CC1)CC(=O)[O-])C(C(=O)[O-])CC)CC(=O)[O-].[Gd+3]